2-(2'-bromo-4'-methylphenyl)-4,6-bis(trichloromethyl)-s-triazine BrC1=C(C=CC(=C1)C)C1=NC(=NC(=N1)C(Cl)(Cl)Cl)C(Cl)(Cl)Cl